(1S)-1-(oxazolidin-4-yl)ethan-1-ol O1CNC(C1)[C@H](C)O